C1(CC1)C1=NN(C=N1)C1CC2(CN(C2)C(=O)N2CC(C2)C=2C=NC(=CC2)N2C[C@@](CC2)(C(F)(F)F)O)C1 [6-(3-cyclopropyl-1,2,4-triazol-1-yl)-2-azaspiro[3.3]heptan-2-yl]-[3-[6-[(3S)-3-hydroxy-3-(trifluoromethyl)pyrrolidino]-3-pyridyl]azetidin-1-yl]methanone